FC1=C(C=CC=C1C(C)(C)O)C=1C2=C(N=CN1)C=C(O2)C2=CC=C(C=C2)S2(NCCCC2)=O 1-(4-(4-(2-fluoro-3-(2-hydroxypropan-2-yl)phenyl)furo[3,2-d]pyrimidin-6-yl)phenyl)-3,4,5,6-tetrahydro-1,2-thiazine 1-oxide